ClC1=C(C(=NC(=N1)N1CCOCC1)CNC(C1=NC=C(C=C1)OC)=O)C N-((6-chloro-5-methyl-2-morpholinopyrimidin-4-yl)methyl)-5-methoxypicolinamide